methyl 2-morpholinoquinoline-6-carboxylate O1CCN(CC1)C1=NC2=CC=C(C=C2C=C1)C(=O)OC